(R)-3-(3-fluoro-4-(6-(2-vinyl-2H-tetrazol-5-yl)pyridin-3-yl)phenyl)-5-(1-hydroxy-2-fluoroethyl)oxazolidin-2-one phosphate P(=O)(O)(O)O.FC=1C=C(C=CC1C=1C=NC(=CC1)C=1N=NN(N1)C=C)N1C(O[C@H](C1)C(CF)O)=O